tert-butyl (S)-2-(2-(4-((4-fluoro-3-methylphenyl)carbamoyl)-1,3,5-trimethyl-1H-pyrrol-2-yl)-2-oxoacetamido)-3,3-dimethylbutanoate FC1=C(C=C(C=C1)NC(=O)C=1C(=C(N(C1C)C)C(C(=O)N[C@H](C(=O)OC(C)(C)C)C(C)(C)C)=O)C)C